AMINOPYRAN NC1OC=CC=C1